C(C)(C)(C)OC(=O)N1C[C@H]2C([C@H]2C1)C1=NOC(=C1C1=NN(C=C1)CC1CC1)C (1R,5S,6r)-6-{4-[1-(cyclopropylmethyl)-1H-pyrazol-3-yl]-5-methyl-1,2-oxazol-3-yl}-3-azabicyclo[3.1.0]hexane-3-carboxylic acid tert-butyl ester